1-(1-(1-(Propylsulfonyl)pyrrolidin-3-yl)-1,6-dihydroimidazo[4,5-d]pyrrolo[2,3-b]pyridin-2-yl)phenol C(CC)S(=O)(=O)N1CC(CC1)N1C(=NC=2C1=C1C(=NC2)NC=C1)C1(CC=CC=C1)O